CC1C2(CC1(C2)CO)C(=O)O.C(C2=CC(OC)=C(O)C(OC)=C2)(=O)C(=O)[C@H](O)[C@@H](O)[C@H](O)[C@H](O)CO syringoyl-glucose methyl-3-(hydroxymethyl)bicyclo[1.1.1]pentane-1-carboxylate